5-((5-ethynylfuran-2-yl)methylene)-1-(3-methoxyphenyl)-2-thioxodihydropyrimidine-4,6(1H,5H)-dione C(#C)C1=CC=C(O1)C=C1C(NC(N(C1=O)C1=CC(=CC=C1)OC)=S)=O